1-(p-tolyl)ethan-1-amine C1(=CC=C(C=C1)C(C)N)C